(2R,3R,4S,5R)-3,5-dihydroxy-2-(hydroxymethyl)-4-(4-(3,4,5-trifluorophenyl)-1H-1,2,3-triazol-1-yl)-1-oxa-7-azaspiro[5.5]undecan-8-one O[C@H]1[C@H](OC2([C@@H]([C@H]1N1N=NC(=C1)C1=CC(=C(C(=C1)F)F)F)O)NC(CCC2)=O)CO